NC=1C(=NC=CN1)C(=O)NCC1=CC=C(C=C1)CCNC(=O)[C@H]1C[C@H](NC2=CC=CC=C12)C |r| rac-(2R,4S)-N-[2-(4-{[(3-aminopyrazin-2-yl)formamido]methyl}phenyl)ethyl]-2-methyl-1,2,3,4-tetrahydroquinoline-4-carboxamide